BrC=1C=C2CCNC(C2=CC1OCCN1CCOCC1)=O 6-bromo-7-(2-morpholinoethoxy)-3,4-dihydroisoquinolin-1(2H)-one